BrC=1C=CC2=C(N=C(S2)C2C(N(CC2)C)(C)C)C1 5-bromo-2-(1,2,2-trimethylpyrrolidin-3-yl)-1,3-benzothiazole